FC1=C(C=CC=C1NS(=O)(=O)CCC)C=1C(=NN(C1)C1CCN(CC1)C(=O)[O-])N1CCOCC1 4-{4-[2-fluoro-3-(propane-1-sulfonamido)phenyl]-3-(morpholin-4-yl)pyrazol-1-yl}piperidine-1-carboxylate